6-chloro-4-(2-(trifluoromethyl)cyclopropyl)pyridazin-3(2H)-one ClC=1C=C(C(NN1)=O)C1C(C1)C(F)(F)F